7-((3-Fluoro-1-methyl-1H-pyrrolo[2,3-b]pyridin-6-yl)oxy)-2-azaspiro[3.5]nonan FC1=CN(C2=NC(=CC=C21)OC2CCC1(CNC1)CC2)C